N-[(9Z)-3,3-dimethyl-10-oxo-1,2,3,4,9,10-hexahydrophenanthren-9-ylidene]-D-alanine CC1(CCC=2C(\C(\C3=CC=CC=C3C2C1)=N/[C@H](C)C(=O)O)=O)C